4-[18F]-fluoro-3-iodobenzylguanidine [18F]C1=C(C=C(CNC(=N)N)C=C1)I